CCCCCCCCC(CCCCCCCC)OC(CCCCN(CCCCCCCCCCCCCC(=O)OCCCCC)CCO)=O Pentyl 14-((5-(heptadecan-9-yloxy)-5-oxopentyl)(2-hydroxyethyl)amino)tetradecanoate